BrC=1N=C(SC1)N1CC(CC1)(F)F 4-bromo-2-(3,3-difluoropyrrolidin-1-yl)thiazole